potassium tertamylate CCC(C)(C)[O-].[K+]